2,4,5-trifluoro-N-(1,1,1-trifluoropropan-2-yl)benzamide FC1=C(C(=O)NC(C(F)(F)F)C)C=C(C(=C1)F)F